CC(CC(CCN)N)C 5-methyl-1,3-hexanediamine